C(C)(C)C1=CC(=C(C=N1)N1C2=C(SC=3N=CC=C(NC1=O)C32)C(=O)N)C (6-isopropyl-4-methylpyridin-3-yl)-4-oxo-4,5-dihydro-3H-1-thia-3,5,8-triazaacenaphthylene-2-carboxamide